(R)-2-amino-N-butyl-3-(1H-indol-3-yl)propanamide N[C@@H](C(=O)NCCCC)CC1=CNC2=CC=CC=C12